C1(=CC=CC=C1)[C@H]1CC[C@H](CC1)OCC1=C(CCCN1C(=O)OC)OS(=O)(=O)C(F)(F)F methyl 6-((((CIS)-4-phenylcyclohexyl)oxy)methyl)-5-(((trifluoromethyl)sulfonyl)oxy)-3,4-dihydropyridine-1(2H)-carboxylate